N-((2R,3S)-1-(5,6-dimethoxypyridin-3-yl)-2-((((CIS)-4-phenylcyclohexyl)oxy)methyl)-pyrrolidin-3-yl)methanesulfonamide COC=1C=C(C=NC1OC)N1[C@H]([C@H](CC1)NS(=O)(=O)C)CO[C@@H]1CC[C@@H](CC1)C1=CC=CC=C1